N-((R)-((S)-7-(1-methyl-1H-pyrazol-4-yl)-2,3-dihydro-1H-pyrido[2,3-b][1,4]oxazin-3-yl)(phenyl)methyl)-2-(4-(trifluoromethyl)phenyl)ethanamine CN1N=CC(=C1)C1=CC2=C(O[C@@H](CN2)[C@H](NCCC2=CC=C(C=C2)C(F)(F)F)C2=CC=CC=C2)N=C1